BrC1=CC=C2C(=NN(C2=C1)C)NCCC(=O)OC Methyl 3-((6-bromo-1-methyl-1H-indazol-3-yl)amino)propanoate